5-(2-(dimethylamino)ethyl)-7-(4-isobutoxybenzyl)-5,7-diazaspiro[2.5]octane-6-one CN(CCN1CC2(CC2)CN(C1=O)CC1=CC=C(C=C1)OCC(C)C)C